CN(C1=CC(=C2C(=N1)C=C(S2)C2=CC=NN2)NCC(CO)(C)C)C 3-(5-(dimethylamino)-2-(1H-pyrazol-5-yl)thieno[3,2-b]pyridin-7-ylamino)-2,2-dimethyl-1-propanol